bis(1-naphthyl)triphenylamine C1(=CC=CC2=CC=CC=C12)C=1C(=C(C=CC1)N(C1=CC=CC=C1)C1=CC=CC=C1)C1=CC=CC2=CC=CC=C12